2-(2-(dimethylamino)ethoxy)-N1-(4-methoxybenzyl)-N3-phenylbenzene-1,3-diamine CN(CCOC1=C(C=CC=C1NC1=CC=CC=C1)NCC1=CC=C(C=C1)OC)C